COC=1C=C(C=CC1)C1=CC=CC(=N1)C(=O)NC=1C(=NN(C1)C)C1=NC=CC=C1 6-(3-methoxyphenyl)-N-(1-methyl-3-(pyridin-2-yl)-1H-pyrazol-4-yl)picolinamide